COC=1C=C(C=CC1OCC1=CC(=CC=C1)C)/C=C/C(=O)N1CCNCC1 (E)-3-(3-methoxy-4-(3-methylbenzyloxy)phenyl)-1-(piperazin-1-yl)prop-2-en-1-one